FC1CN(CCC1OC=1C=C2C(=NC=NC2=CC1OC)NC1=C(C=C(C(=C1)C=1OC=CC1)F)OC)C(C=C)=O 1-(3-fluoro-4-((4-((4-fluoro-5-(furan-2-yl)-2-methoxyphenyl)amino)-7-methoxyquinazolin-6-yl)oxy)piperidin-1-yl)prop-2-en-1-one